Cl.NC=1C=C(C=CC1)N1C(C(NC=2C3=C(C=CC12)CCCC3)=O)=O 4-(3-aminophenyl)-1,4,7,8,9,10-hexahydrobenzo[f]quinoxaline-2,3-dione hydrochloride